C(CC)N1N=CC=2C1=NC(=CC2)N 1-propyl-1H-pyrazolo[3,4-b]pyridin-6-amine